C[NH+]1CCC[C@H]1C2=CNC(=O)C=C2 The molecule is the conjugate acid of (S)-6-hydroxynicotine; major species at pH 7.3. It is an ammonium ion derivative and an organic cation. It is a conjugate acid of a (S)-6-hydroxynicotine. It is an enantiomer of a (R)-6-hydroxynicotinium.